5-(2-bromo-1,1,2,2-tetrafluoro-ethoxy)-4-methoxy-N,N-bis[(4-methoxyphenyl)methyl]pyrimidin-2-amine BrC(C(OC=1C(=NC(=NC1)N(CC1=CC=C(C=C1)OC)CC1=CC=C(C=C1)OC)OC)(F)F)(F)F